2-chloro-4-((2-(methylsulfonyl)benzyl)amino)pyrimidin-5-carboxamide ClC1=NC=C(C(=N1)NCC1=C(C=CC=C1)S(=O)(=O)C)C(=O)N